β-D-Glucopyranuronosyl-(1→4)-β-D-glucopyranosyl-(1→4)-D-glucose [C@@H]1([C@H](O)[C@@H](O)[C@H](O)[C@H](O1)C(=O)O)O[C@H]1[C@@H]([C@H]([C@@H](O[C@@H]1CO)O[C@@H]([C@@H]([C@H](C=O)O)O)[C@H](O)CO)O)O